Butyl ((2-((5-((tert-butoxycarbonyl)(4,4-difluorocyclohexyl)amino)pentyl)oxy)-4-methylphenyl)sulfonyl)-L-prolinate C(C)(C)(C)OC(=O)N(CCCCCOC1=C(C=CC(=C1)C)S(=O)(=O)N1[C@@H](CCC1)C(=O)OCCCC)C1CCC(CC1)(F)F